ClC1=CC(=C(C=C1)C1=CC2=C(OC3=C2C=CC=C3)C=C1)C#C 2-(4-chloro-2-ethynylphenyl)-dibenzofuran